CC1(CS(CC(C#C1)(C)C)(=O)=NS(=O)(=O)C=1C=C(C(=O)O)C=CC1)C 3-(N-(3,3,6,6-tetramethyl-1-oxido-4,5-didehydro-2,3,6,7-tetrahydro-1λ6-thiepin-1-ylidene)sulfamoyl)benzoic acid